2-(difluoromethyl)-5-(4-((5-methyl-4-phenyl-1H-1,2,3-triazol-1-yl)methyl)phenyl)-1,3,4-oxadiazole FC(C=1OC(=NN1)C1=CC=C(C=C1)CN1N=NC(=C1C)C1=CC=CC=C1)F